ethyl (4aS,7aR)-1-methyl-2-oxo-octahydro-1H-cyclopenta[b]pyridine-4a-carboxylate CN1[C@H]2[C@@](CCC1=O)(CCC2)C(=O)OCC